(1S,4s)-4-(8-((2,6-dichloro-4-cyanophenyl)amino)-2-(((3S,4R)-3-fluorotetrahydro-2H-pyran-4-yl)amino)-9H-purin-9-yl)-1-methylcyclohexane-1-carboxamide ClC1=C(C(=CC(=C1)C#N)Cl)NC=1N(C2=NC(=NC=C2N1)N[C@H]1[C@@H](COCC1)F)C1CCC(CC1)(C(=O)N)C